N1(C=NC=C1)C1=CC=C2CCC(NC2=C1)=O 7-(1H-imidazol-1-yl)-3,4-dihydro-quinolin-2(1H)-one